N-(1-cyclohexyl-6-(6-(trifluoromethyl)pyridin-3-yl)-1H-pyrazolo[3,4-d]pyrimidin-4-yl)-5-nitrothiophene-2-carboxamide C1(CCCCC1)N1N=CC=2C1=NC(=NC2NC(=O)C=2SC(=CC2)[N+](=O)[O-])C=2C=NC(=CC2)C(F)(F)F